CNC1CCCC2=CC(=CC=C12)C(F)(F)F N-methyl-6-(trifluoromethyl)tetralin-1-amine